tert-butyl((10-(2-((4-methoxybenzyl)oxy)ethyl)nonadecyl)oxy)-diphenylsilane C(C)(C)(C)[Si](C1=CC=CC=C1)(C1=CC=CC=C1)OCCCCCCCCCC(CCCCCCCCC)CCOCC1=CC=C(C=C1)OC